NC=1C(=NC(=CC1)C=1C=C2C(=CC=NC2=CC1)NC(C=C)=O)C(=O)NC1C(CN(CC1)C)F 3-amino-N-(3-fluoro-1-methyl-4-piperidyl)-6-[4-(prop-2-enoylamino)-6-quinolyl]pyridine-2-carboxamide